F[C@H](CN)CCN (2S)-2-fluorobutane-1,4-diamine